N1=CN=CC(=C1)[C@@H](CC)NC(=O)C1=CC=2C3=C(C=NC2C=N1)C=NN3 N-((1R)-1-(5-pyrimidinyl)propyl)-1H-pyrazolo[4,3-c][1,7]naphthyridine-8-carboxamide